4-chloro-6-(isobutylamino)pyrimidine-5-carbonitrile ClC1=NC=NC(=C1C#N)NCC(C)C